ClC1=CC=C(C(=N1)C(=O)O)NC(C)C=1C=C(C=C2C(C=C(OC12)C1=CC=C2C=NN(C2=C1)C)=O)C 6-Chloro-3-[1-[6-methyl-2-(1-methylindazol-6-yl)-4-oxo-chromen-8-yl]ethylamino]pyridine-2-carboxylic acid